N-(2-(dimethylamino)ethyl)propanamide 2'-O-methyl-5'-methyluridine-3'-phosphate P(=O)(O)(O)O[C@H]1[C@H]([C@@H](O[C@@H]1C(O)C)N1C(=O)NC(=O)C=C1)OC.CN(CCNC(CC)=O)C